BrC1=C(C(=C(OC2=NC(=NC(=N2)OC2=C(C(=C(C=C2)Br)Br)Br)OC2=C(C(=C(C=C2)Br)Br)Br)C=C1)Br)Br 2,4,6-tris(tribromophenoxy)-1,3,5-triazabenzene